Z-Z-farnesyl diphosphate O(P([O-])(=O)OP(=O)([O-])[O-])C\C=C(\C)/CC\C=C(\C)/CCC=C(C)C